C1(CC1)OC1=CC(=NC=C1C(F)(F)F)C1=NSC(=N1)NC1=NC=CC=C1N(C)C N2-(3-(4-cyclopropoxy-5-(trifluoromethyl)pyridin-2-yl)-1,2,4-thiadiazol-5-yl)-N3,N3-dimethylpyridine-2,3-diamine